C(C)(C)C1=C(NC2=C1N=C(S2)N2[C@@H](CN(CC2)CC(=O)NC)C)C=2C=C(C=1N(C2)N=CN1)C (R)-2-(4-(6-isopropyl-5-(8-methyl-[1,2,4]triazolo[1,5-a]pyridin-6-yl)-4H-pyrrolo[3,2-d]thiazol-2-yl)-3-methylpiperazin-1-yl)-N-methylacetamide